F[C@@H]1C[C@H](N(C1)C(CN1N=C(C=C1)C)=O)C(=O)N[C@H](C1=CC=C(C=C1)C(C)C)C1=CC=CC=C1 (2S,4R)-4-fluoro-1-[2-(3-methyl-1H-pyrazol-1-yl)acetyl]-N-[(S)-phenyl[4-(propan-2-yl)phenyl]methyl]pyrrolidine-2-carboxamide